Cl.Cl.NC1C(NC(CC1)=O)=O 3-aminopiperidine-2,6-dione 2HCl salt